[N+](#[C-])C(CC)S(=O)(=O)C1=CC=C(C=C1)C 1-(1-isocyanopropane-1-sulfonyl)-4-methylbenzene